(3R)-3-(tert-butoxycarbonylamino)-3-cyclopropyl-propionic acid C(C)(C)(C)OC(=O)N[C@H](CC(=O)O)C1CC1